8'-Bromo-7'-fluoro-3'-methyl-1-(m-tolyl)spiro[azetidine-3,1'-pyrrolo[2,3-c]quinolin]-2'(3'H)-one BrC1=CC=2C3=C(C=NC2C=C1F)N(C(C31CN(C1)C=1C=C(C=CC1)C)=O)C